8-[(3R)-3-aminopiperidin-1-yl]-7-(but-2-yn-1-yl)-3-methyl-1-[(4-methyl-quinazoline-2-yl)methyl]-3,7-dihydro-1H-purine-2,6-dione N[C@H]1CN(CCC1)C1=NC=2N(C(N(C(C2N1CC#CC)=O)CC1=NC2=CC=CC=C2C(=N1)C)=O)C